rac-tert-butyl ((4R,5R)-4-hydroxy-2-(methoxymethyl)-4,5,6,7-tetrahydropyrazolo[1,5-a]pyridin-5-yl)carbamate O[C@H]1C=2N(CC[C@H]1NC(OC(C)(C)C)=O)N=C(C2)COC |r|